methyl (4-(1-(1-(5-(6-amino-3-chloro-2-fluorophenyl)pyridin-2-yl)-2-cyclopropylethyl)-1H-imidazol-4-yl)phenyl)carbamate NC1=CC=C(C(=C1C=1C=CC(=NC1)C(CC1CC1)N1C=NC(=C1)C1=CC=C(C=C1)NC(OC)=O)F)Cl